2,2'-(1,4,7,10-tetraazacyclododecane-1,7-diyl)diallyl diacetate C(C)(=O)OCC(=C)N1CCNCCN(CCNCC1)C(COC(C)=O)=C